C(C)N1C(C=2N=C(N=CC2C1=O)NC1=NC=C(C(=C1)N[C@H](CO)C1=CC=CC=C1)C1=NC(=NO1)C1=NC=CC=C1)(C)C (S)-6-ethyl-2-((4-((2-hydroxy-1-phenylethyl)amino)-5-(3-(pyridin-2-yl)-1,2,4-oxadiazol-5-yl)pyridin-2-yl)amino)-7,7-dimethyl-6,7-dihydro-5H-pyrrolo[3,4-d]pyrimidin-5-one